CN1N=C(C(=C1)C1=C(C=C2CNC(C2=C1)=O)F)C 6-(1,3-dimethyl-1H-pyrazol-4-yl)-5-fluoroisoindolin-1-one